2-(1-methylcyclohexanecarboxamido)-9-(5,6,7,8-tetrahydro-1,8-naphthyridin-2-yl)nonanoic acid CC1(CCCCC1)C(=O)NC(C(=O)O)CCCCCCCC1=NC=2NCCCC2C=C1